(S)-ethyl 8-(2-amino-6-((R)-2,2,2-trifluoro-1-(3'-fluoro-[1,1'-biphenyl]-4-yl)ethoxy)pyrimidin-4-yl)-2,8-diazaspiro[4.5]decane-3-carboxylate NC1=NC(=CC(=N1)N1CCC2(C[C@H](NC2)C(=O)OCC)CC1)O[C@@H](C(F)(F)F)C1=CC=C(C=C1)C1=CC(=CC=C1)F